COC(=O)C1(CC1)C1=CC=C(C=C1)C1CN(C1)C(=O)OC(C)(C)C tert-butyl 3-[4-(1-methoxycarbonylcyclopropyl)phenyl]azetidine-1-carboxylate